N-(4'-((2-(1,1-difluoroethyl)-6-methylpyrimidin-4-yl)amino)-5-(4-methylpiperazin-1-yl)-[2,3'-bipyridyl]-6'-yl)acetamide FC(C)(F)C1=NC(=CC(=N1)NC1=C(C=NC(=C1)NC(C)=O)C1=NC=C(C=C1)N1CCN(CC1)C)C